CC1=C(N=C2N1C=C(N=C2)C=2C=NN(C2)C)C(=O)N 3-methyl-6-(1-methyl-1H-pyrazol-4-yl)imidazo[1,2-a]pyrazine-2-carboxamide